4-(2-((1,4-dihydroquinazolin-2-yl)thio)ethyl)morpholine N1C(=NCC2=CC=CC=C12)SCCN1CCOCC1